3-cyclopropyl-2-(methoxymethyl)-5-(trifluoromethyl)indazole-7-carboxylic acid C1(CC1)C=1N(N=C2C(=CC(=CC12)C(F)(F)F)C(=O)O)COC